1-((1R,4R,5S)-2-azabicyclo[2.1.1]hexan-5-yl)-3-(4-(trifluoromethoxy)phenyl)urea [C@H]12NC[C@H]([C@@H]1NC(=O)NC1=CC=C(C=C1)OC(F)(F)F)C2